(S)-6-(azetidin-1-yl)-N-(2-(4-(5-bromopyridin-2-yl)-2-methylpiperazin-1-yl)pyrimidin-5-yl)nicotinamide N1(CCC1)C1=NC=C(C(=O)NC=2C=NC(=NC2)N2[C@H](CN(CC2)C2=NC=C(C=C2)Br)C)C=C1